6-amino-4-methoxy-7-(3-methoxy-2,6-dimethylphenyl)-2-methyl-7H-pyrrolo[2,3-d]pyrimidine-5-carbonitrile NC1=C(C2=C(N=C(N=C2OC)C)N1C1=C(C(=CC=C1C)OC)C)C#N